7-(3-methyl-4-propoxyphenyl)-N-[4-[[N-methyl-N-(tetrahydropyran-4-yl)amino]methyl]phenyl]-1,1-dioxo-2,3-dihydro-1-benzothiepine-4-carboxamide CC=1C=C(C=CC1OCCC)C=1C=CC2=C(C=C(CCS2(=O)=O)C(=O)NC2=CC=C(C=C2)CN(C2CCOCC2)C)C1